tert-butyl 1-benzyl-3-oxo-1,2,8-triazaspiro[4.5]decane-8-carboxylate C(C1=CC=CC=C1)N1NC(CC12CCN(CC2)C(=O)OC(C)(C)C)=O